N-(4-fluoro-3-methylphenyl)-5-(2-(((1R,2R)-2-hydroxy-2,3-dihydro-1H-inden-1-yl)amino)-2-oxoacetyl)-1,2,4-trimethyl-1H-pyrrole-3-carboxamide FC1=C(C=C(C=C1)NC(=O)C1=C(N(C(=C1C)C(C(=O)N[C@H]1[C@@H](CC2=CC=CC=C12)O)=O)C)C)C